[N+](=O)(O)[O-].C=1(C(=CC=C2C=CC=CC12)N)C=1C(=CC=C2C=CC=CC12)N 1,1'-binaphthyl-2,2'-diamine nitrate